1-cyclopropyl-3-(5-((2R,4S)-2-(2,5-difluorophenyl)-4-hydroxypyrrolidin-1-yl)pyrazolo[1,5-a]pyrimidin-3-yl)thiourea C1(CC1)NC(=S)NC=1C=NN2C1N=C(C=C2)N2[C@H](C[C@@H](C2)O)C2=C(C=CC(=C2)F)F